Tert-butyl (S,Z)-(((tert-butoxycarbonyl)amino)(2-(3-(6-((4-(trifluoromethyl)benzyl)oxy)naphthalen-2-yl)-1,2,4-oxadiazol-5-yl)pyrrolidin-1-yl)methylene)carbamate C(C)(C)(C)OC(=O)N/C(/N1[C@@H](CCC1)C1=NC(=NO1)C1=CC2=CC=C(C=C2C=C1)OCC1=CC=C(C=C1)C(F)(F)F)=N/C(OC(C)(C)C)=O